4-methyl-N-(methyl-d3)-5-nitronaphthaleneamide CC1=CC=C(C2=CC=CC(=C12)[N+](=O)[O-])C(=O)NC([2H])([2H])[2H]